(2S,4R)-4-hydroxy-1-[2-(3-methoxyisoxazol-5-yl)-3-methyl-butanoyl]-N-[[4-(4-methylthiazol-5-yl)phenyl]methyl]pyrrolidine-2-carboxamide O[C@@H]1C[C@H](N(C1)C(C(C(C)C)C1=CC(=NO1)OC)=O)C(=O)NCC1=CC=C(C=C1)C1=C(N=CS1)C